ClC1=CC(=C(C=C1OC)N1C(N(C(=CC1=O)C(C)(F)F)C)=O)F 3-(4-chloro-2-fluoro-5-methoxyphenyl)-6-(1,1-difluoroethyl)-1-methylpyrimidine-2,4(1H,3H)-dione